ethylenediamine tetramethylene phosphate sodium [Na+].P1(=O)(OCCCCO1)[O-].C(CN)N